(2S)-N-ethyl-N-methyl-4-(4-(trifluoromethyl)phenyl)pyrrolidine-2-carboxamide C(C)N(C(=O)[C@H]1NCC(C1)C1=CC=C(C=C1)C(F)(F)F)C